CC(CO)(CNC1=C(C=NC2=CC=CC=C12)[N+](=O)[O-])C 2,2-dimethyl-3-((3-nitroquinolin-4-yl)amino)propan-1-ol